1,4-dihydroxyoctane OCCCC(CCCC)O